24-[1-(2-fluorophenyl)-1-hydroxyethyl]-5α-cholane-3β,4β-diol FC1=C(C=CC=C1)C(C)(O)CCC[C@@H](C)[C@H]1CC[C@H]2[C@@H]3CC[C@H]4[C@H]([C@H](CC[C@]4(C)[C@H]3CC[C@]12C)O)O